5-tert-butyl-N-[[2-chloro-4-[6-[4-[[4-[4-(2,6-dioxo-3-piperidyl)phenyl]-1-piperidyl]methyl]phenyl]pyrrolo[2,1-f][1,2,4]triazin-4-yl]phenyl]methyl]-1,2,4-oxadiazole-3-carboxamide C(C)(C)(C)C1=NC(=NO1)C(=O)NCC1=C(C=C(C=C1)C1=NC=NN2C1=CC(=C2)C2=CC=C(C=C2)CN2CCC(CC2)C2=CC=C(C=C2)C2C(NC(CC2)=O)=O)Cl